C(C)(C)(C)N(C(=O)OC1CN(CCC1)C1=CC(=NC=2N1N=CC2)C2=CC=CC=C2)CCCCC(C)N2C(=NC1=C2C(=CC=C1)C=1OC(=NN1)C)N 1-(5-phenylpyrazolo[1,5-a]pyrimidin-7-yl)piperidin-3-ol tert-butyl-(5-(2-amino-7-(5-methyl-1,3,4-oxadiazol-2-yl)-1H-benzo[d]imidazol-1-yl)hexyl)carbamate